(3S,4S)-4-{[5-(2,4-difluoro-phenyl)-isoxazole-3-carbonyl]-amino}-1-ethyl-piperidine-3-carboxylic acid [(R)-1-(6-methyl-pyridin-2-yl)-ethyl]-amide CC1=CC=CC(=N1)[C@@H](C)NC(=O)[C@H]1CN(CC[C@@H]1NC(=O)C1=NOC(=C1)C1=C(C=C(C=C1)F)F)CC